NCC=1C=C(C=CC1)C=1C=C(C2=C(C(=CO2)COC2=C(C=CC=C2)CC(=O)O)C1)NCC1CCCC1 2-(2-((5-(3-(aminomethyl)phenyl)-7-((cyclopentylmethyl)amino)benzofuran-3-yl)methoxy)phenyl)acetic acid